5-methylbenzo[d]thiazol-2-amine CC=1C=CC2=C(N=C(S2)N)C1